3-bromo-1-[4-(trifluoromethoxy)phenyl]indazole-4-carboxylic acid methyl ester COC(=O)C=1C=2C(=NN(C2C=CC1)C1=CC=C(C=C1)OC(F)(F)F)Br